1-(5-bromofuran-2-carbonyl)-4-methylpiperidin-4-ylcarbamate BrC1=CC=C(O1)C(=O)N1CCC(CC1)(C)NC([O-])=O